FCCCN1C[C@H](CC1)OC1=CC=C(C=C1)C1=C(CCCC2=C1C=CC(=C2)O)C2=C(C#N)C=C(C=C2)OC 2-[5-(4-[(3S)-1-(3-fluoropropyl)pyrrolidin-3-yl]oxyphenyl)-2-hydroxy-8,9-dihydro-7H-benzo[7]annulen-6-yl]-5-methoxy-benzonitrile